C(C)OC=1C=C(C=CC1OC)[C@@H](CS(=O)(=O)C)N1C(C2=CC=C(C=C2C1)N1CCC(CC1)C1CCN(CC1)C(=O)OC(C)(C)C)=O tert-butyl 4-[1-[2-[(1S)-1-(3-ethoxy-4-methoxyphenyl)-2-methyl-sulfonylethyl]-1-oxoisoindolin-5-yl]-4-piperidyl]piperidine-1-carboxylate